C(C)(C)C1=C(C(=CC(=C1)C(C)C)C(C)C)S(=O)(=O)OC1=NC(=NC2=CC3=C(C=C12)OCCOCCO3)C 2-methyl-7,8,10,11-tetrahydro-[1,4,7]trioxonino[2,3-g]quinazolin-4-yl 2,4,6-triisopropylbenzenesulfonate